2-(2-(cyclohept-1-en-1-yl)-5-ethyl-6-(4-(5-hydroxy-6-methylpyrimidine-4-carbonyl)piperazin-1-yl)-7-oxo-[1,2,4]triazolo[1,5-a]pyrimidin-4(7H)-yl)-N-(4-(trifluoromethoxy)phenyl)acetamide C1(=CCCCCC1)C1=NN2C(N(C(=C(C2=O)N2CCN(CC2)C(=O)C2=NC=NC(=C2O)C)CC)CC(=O)NC2=CC=C(C=C2)OC(F)(F)F)=N1